(2-((1R,5s)-3-oxa-6-azabicyclo[3.1.1]hept-6-yl)quinolin-6-yl)methanol [C@@H]12COC[C@@H](N1C1=NC3=CC=C(C=C3C=C1)CO)C2